N-(3,3-difluorocyclopentyl)-3-(2-((1-(hydroxymethyl)cyclobutyl)amino)-2-oxoacetyl)-2-methyl-5,6,7,8-tetrahydroindolizine-1-carboxamide FC1(CC(CC1)NC(=O)C=1C(=C(N2CCCCC12)C(C(=O)NC1(CCC1)CO)=O)C)F